C(C(C)C)C=1N=CC(=NC1)N 5-isobutyl-2-pyrazinamine